ClC1=CC(=NC(=C1)NC1=C(C=CC=C1)F)C(=O)N(C)C1CC2=CC=CC=C2C1 4-Chloro-N-(2,3-dihydro-1H-inden-2-yl)-6-((2-fluorophenyl)amino)-N-methylpicolinamide